C(#N)C=1C=CC(=C2N=CC=NC12)N1CC(CC(C1)(F)F)C(=O)OC methyl 1-(8-cyano-quinoxalin-5-yl)-5,5-difluoro-piperidine-3-carboxylate